C1(CC1)N(C(=O)C1CN(CCC1)C1=CC(=CC=C1)OC(C(=O)NS(=O)(=O)C1=CC(=CC=C1)O)(C)C)CC1=CC=C(C=C1)C=1SC=CC1 N-Cyclopropyl-1-(3-((1-((3-hydroxyphenyl)sulfonamido)-2-methyl-1-oxopropan-2-yl)oxy)phenyl)-N-(4-(thiophen-2-yl)benzyl)piperidine-3-carboxamide